[N+](=O)([O-])C1=CC=C(OC=2C=C(C(=O)OC)C=CC2)C=C1 Methyl 3-(4-Nitrophenoxy)benzoate